methyldimethoxysilyloctyl-bis(diethylamino)methylethyl sulfide C[Si](OC)(OC)CCCCCCCCC(C)(C(N(CC)CC)N(CC)CC)SC(C)(CCCCCCCC[Si](C)(OC)OC)C(N(CC)CC)N(CC)CC